ClC1=NC=C(C(=O)NOCC)C(=C1)NC=1C(=NC(=CC1)C)NS(=O)(=O)C 6-chloro-N-ethoxy-4-((6-methyl-2-(N-methyl-sulfonyl-amino)pyridine-3-yl)amino)nicotinamide